C(C1=CC=CC=C1)N(C(=O)C=1N=CC2=CC=CC=C2C1)C1CC(N(CC1)S(=O)(=O)CCCC)C N-benzyl-N-(1-(butylsulfonyl)-2-methylpiperidin-4-yl)isoquinoline-3-carboxamide